CO[C@H]1CN2C(OC1)=C(C=N2)S(=O)(=O)NC(NC2=C1CCCC1=CC(=C2C=2C=CC=1N(C2)N=CC1)C)=O (S)-6-methoxy-N-((6-methyl-5-(pyrazolo[1,5-a]pyridin-6-yl)-2,3-dihydro-1H-inden-4-yl)carbamoyl)-6,7-dihydro-5H-pyrazolo[5,1-b][1,3]oxazine-3-sulfonamide